C1(CCCC1)N1NCC2=C1N(C(C(=C2)C2=CC1=CN(N=C1C=C2)C)=O)C2=CC=C(C=C2)OC(F)F 1-cyclopentyl-7-(4-(difluoromethoxy)phenyl)-5-(2-methyl-2H-indazol-5-yl)-2,7-dihydro-6H-pyrazolo[3,4-b]pyridin-6-one